ClC=1C=CC(=C(C1)C1=C2C(=NC=C1)C=CO2)N2N=NC(=C2)Cl 7-(5-chloro-2-(4-chloro-1H-1,2,3-triazol-1-yl)phenyl)furo[3,2-b]pyridin